methyl-2-oxobutanoic acid CC(C(C(=O)O)=O)C